3-(1,1-difluoro-4-iodobutyl)pyrrolidine-1-carboxylic acid (R)-tert-butyl ester C(C)(C)(C)OC(=O)N1CC(CC1)C(CCCI)(F)F